2-[7-[[5-(trifluoromethyl)-2-pyridyl]methyl]-2-azaspiro[3.5]nonane-2-carbonyl]-2,5-diazaspiro[3.4]octan-6-one FC(C=1C=CC(=NC1)CC1CCC2(CN(C2)C(=O)N2CC3(C2)NC(CC3)=O)CC1)(F)F